C(C)(C)(C)OC(=O)N(C1=CC(=NC=2N1N=CC2C(C)C)NC[C@@H]2[C@H](CN(CC2)C(=O)OC(C)(C)C)O)CC2=CC=C(C=C2)C2=NC=CC=C2F tert-butyl (3R,4R)-4-(((7-((tert-butoxycarbonyl) (4-(3-fluoropyridin-2-yl) benzyl) amino)-3-isopropylpyrazolo[1,5-a]pyrimidin-5-yl) amino) methyl)-3-hydroxypiperidine-1-carboxylate